N[C@H]1[C@H](N(CC1)C(=O)OC(C)(C)C)C1CC1 tert-butyl (2R,3R)-3-amino-2-cyclopropylpyrrolidine-1-carboxylate